1,4-butanediyl-di(oxymethylene) di-ethylene oxide C(CCCOCC=C)OCC1CO1